C(CCC)OC1=C(C=CC=C1)NC(\C=C\C1=CC=C(C=C1)OC(F)F)=O (E)-N-(2-butoxyphenyl)-3-(4-(difluoromethoxy)phenyl)acrylamide